C(OC1=C(C=C(C=C1Br)Br)Br)([O-])=O 2,4,6-tribromophenyl carbonate